N2-[4-[[azetidin-3-yl(methyl)amino]methyl]thiazol-2-yl]-N4-[2-(6-methyl-2-pyridyl)pyrimidin-4-yl]pyrimidine-2,4-diamine N1CC(C1)N(C)CC=1N=C(SC1)NC1=NC=CC(=N1)NC1=NC(=NC=C1)C1=NC(=CC=C1)C